BrC=1C=C2C(=NN(C2=CC1)C(C)C)COC1=C(C=CC=C1C)CC(=O)OCC ethyl 2-(2-((5-bromo-1-isopropyl-1H-indazol-3-yl)methoxy)-3-methylphenyl)acetate